Racemic-1-(3,5-difluorophenyl)-3-(isoquinolin-4-yl)-2-oxoimidazolidine-4-carbonitrile FC=1C=C(C=C(C1)F)N1C(N([C@H](C1)C#N)C1=CN=CC2=CC=CC=C12)=O |r|